FC1=C(C=C(C=C1)F)[C@@H]1N(CCC1)C1=NC=2N(C=C1)N=CC2C2=CC=CC(=N2)N2CCN(CC2)CC=2C=C1CN(C(C1=CC2)=O)C2C(NC(CC2)=O)=O 3-(5-((4-(6-(5-((R)-2-(2,5-difluorophenyl)pyrrolidin-1-yl)pyrazolo[1,5-a]pyrimidin-3-yl)pyridin-2-yl)piperazin-1-yl)methyl)-1-oxoisoindoline-2-yl)piperidine-2,6-dione